[Cl-].C(CCCCCCCCC)[N+](C)(C)CCCCCCCCCC Didecyldimethylammonium chlorid